N-(2-(8-(4-Cyanophenyl)-3,4-dihydro-2H-pyrido[4,3-b][1,4]thiazine-4-carbonyl)phenyl)acetamide C(#N)C1=CC=C(C=C1)C1=CN=CC2=C1SCCN2C(=O)C2=C(C=CC=C2)NC(C)=O